2-[(2E)-2-(aminomethyl)-3-fluoroprop-2-en-1-yl]-4-(4-bromo-3,5-difluorophenyl)-2,4-dihydro-3H-1,2,4-triazol-3-one hydrochloride Cl.NC/C(/CN1N=CN(C1=O)C1=CC(=C(C(=C1)F)Br)F)=C\F